2-[4-(4-chlorophenyl)-5-(pyridin-4-yl)-1H-imidazol-1-yl]-1-[2-(2,2-difluoroethyl)-2,7-diazaspiro[3.5]nonan-7-yl]ethan-1-one ClC1=CC=C(C=C1)C=1N=CN(C1C1=CC=NC=C1)CC(=O)N1CCC2(CN(C2)CC(F)F)CC1